S(C)(=O)(=O)O[Si](C)(C)C TMS mesylate